C(CCCCCCC\C=C/CCCCCCCC)C(CO)C(CCCCCCCCCCCCCCC)O 2-oleyl-1,3-octadecanediol